Phenyl-Vinyl-Methyl-Silicon C1(=CC=CC=C1)[Si](C)C=C